[Si](C)(C)(C(C)(C)C)OCC=1SC=CN1 2-(((tert-butyldimethylsilyl)oxy)methyl)thiazole